C(C)C1CC2C3C4C5C6C=CC(C5C(C3C1C2)C4)C6 12-ethylhexacyclo[6.6.1.13,6.110,13.02,7.09,14]-4-heptadecene